(3S)-N-{3-[2-(difluoromethyl)-6-(morpholin-4-yl)pyridin-4-yl]-4-methylphenyl}-3-(2,2,2-trifluoroethyl)pyrrolidine-1-carboxamide FC(C1=NC(=CC(=C1)C=1C=C(C=CC1C)NC(=O)N1C[C@@H](CC1)CC(F)(F)F)N1CCOCC1)F